CC1N=COC1C 4,5-dimethyloxazoline